C(C(=C)C)(=O)OCCCCCC normal hexyl methacrylate